(R)-N-(5-(1-(3-cyanophenyl)-3-cyclopropyl-1-((R)-1,1-dimethylethylsulfinamido)propyl)-2-fluorophenyl)pyrrolidine-2-carboxamide C(#N)C=1C=C(C=CC1)C(CCC1CC1)(N[S@](=O)C(C)(C)C)C=1C=CC(=C(C1)NC(=O)[C@@H]1NCCC1)F